methyl 4-amino-1-(1-chloroisoquinolin-5-yl)-7-cyclopropyl-2-oxopyrido[2,3-b]pyridin-3-carboxylate NC1=C(C(N(C2=NC(=CC=C21)C2CC2)C2=C1C=CN=C(C1=CC=C2)Cl)=O)C(=O)OC